N-[[3-(5-chloro-2-hydroxy-4-methylphenyl)-4-fluorophenyl]methyl]cyclopropane-carboxamide ClC=1C(=CC(=C(C1)C=1C=C(C=CC1F)CNC(=O)C1CC1)O)C